(methylmalonyl)hydroxyprolylarginine-p-nitroanilide [N+](=O)([O-])C1=CC=C(NC([C@@H](NC([C@H]2N(C[C@@H](C2)O)C(C(C(=O)O)C)=O)=O)CCCNC(N)=N)=O)C=C1